FC=1C=C(C=CC1)[C@](CO)(C)NC(=O)C=1OC=C(N1)C1=NC(=NC=C1C)NC1=CC=NN1C (S)-N-(2-(3-fluorophenyl)-1-hydroxypropan-2-yl)-4-(5-methyl-2-((1-methyl-1H-pyrazol-5-yl)amino)pyrimidin-4-yl)oxazole-2-carboxamide